4-(2-(4-(2-(piperazin-1-yl)ethoxy)-phenyl)-1H-pyrrolo[2,3-b]pyridin-5-yl)-N-(2,2,2-trifluoroethyl)-thiophene-2-carboxamide N1(CCNCC1)CCOC1=CC=C(C=C1)C1=CC=2C(=NC=C(C2)C=2C=C(SC2)C(=O)NCC(F)(F)F)N1